CNC1=NC(=NC=C1)NC1=CC(=C2C=NNC2=C1)OCCCN1CCCC1 N4-methyl-N2-(4-(3-(pyrrolidin-1-yl)propoxy)-1H-indazol-6-yl)pyrimidine-2,4-diamine